8'-Chloro-4'-(4-methoxybenzyl)-4',5'-dihydro-3'H-spiro[cyclopropane-1,2'-pyrido[3,4-f][1,4]Oxazepine] ClC1=CC2=C(CN(CC3(O2)CC3)CC3=CC=C(C=C3)OC)C=N1